(S)-6-chloro-4-cyano-2,3-dihydro-1H-inden-2-aminium chloride [Cl-].ClC1=CC(=C2C[C@H](CC2=C1)[NH3+])C#N